methyl 4-amino-1-(4-(1-hydroxyethyl)phenyl)-2-oxo-7-(1H-1,2,4-triazol-1-yl)-1,2-dihydro-1,8-naphthyridine-3-carboxylate NC1=C(C(N(C2=NC(=CC=C12)N1N=CN=C1)C1=CC=C(C=C1)C(C)O)=O)C(=O)OC